4,4'-di[4-(diphenylamino)phenylvinyl]biphenyl C1(=CC=CC=C1)N(C1=CC=C(C=C1)C=CC1=CC=C(C=C1)C1=CC=C(C=C1)C=CC1=CC=C(C=C1)N(C1=CC=CC=C1)C1=CC=CC=C1)C1=CC=CC=C1